CC(CCCCCCCCCCCCCCCCC)NC 1,N-dimethyl-octadecylamine